butyl (S)-4-(7'-(8-methylnaphthalen-1-yl)-2'-((1-methylpyrrolidin-2-yl)methoxy)-7',8'-dihydro-6'H-spiro[cyclopropane-1,5'-pyrido[3,4-d]pyrimidin]-4'-yl)piperazine-1-carboxylate CC=1C=CC=C2C=CC=C(C12)N1CC=2N=C(N=C(C2C2(C1)CC2)N2CCN(CC2)C(=O)OCCCC)OC[C@H]2N(CCC2)C